C(C1=CC=CC=C1)OC(=O)N1CC2=CC=CC=C2CC1 1,2,3,4-tetrahydroisoquinoline-2-carboxylic acid benzyl ester